methyl 2-[(tert-butoxycarbonylamino)methyl]-3-(2-prop-2-ynoxyethoxy)propanoate C(C)(C)(C)OC(=O)NCC(C(=O)OC)COCCOCC#C